CSC1=NC=2N(C(=N1)N)N=C(N2)C=2OC=CN2 5-(methylthio)-2-(1,3-oxazol-2-yl)[1,2,4]triazolo[1,5-a][1,3,5]triazin-7-amine